3-[5-methyl-1-(tricyclo[3.3.1.13,7]decan-1-ylmethyl)-1H-pyrazol-4-yl]-6-[8-(thiazolo[4,5-c]pyridin-2-ylcarbamoyl)-3,4-dihydroisoquinolin-2(1H)-yl]pyridine-2-carboxylic acid CC1=C(C=NN1CC12CC3CC(CC(C1)C3)C2)C=2C(=NC(=CC2)N2CC3=C(C=CC=C3CC2)C(NC=2SC3=C(C=NC=C3)N2)=O)C(=O)O